ClC1=C(C=C(C=C1)[C@H]([C@H]1O[C@H]([C@@H]([C@@]1(O)C)O)N1C=CC2=C1NC=NC2=NNC)O)C (2R,3S,4R,5R)-2-((R)-(4-chloro-3-methylphenyl)(hydroxy)methyl)-3-methyl-5-(4-(2-methylhydrazineylidene)-1,4-dihydro-7H-pyrrolo[2,3-d]pyrimidin-7-yl)tetrahydrofuran-3,4-diol